tert-butyl 4-[2-[[6-[3-(cyclopentylsulfonylamino)-2,6-difluorophenyl]-8-methyl-7-oxopyrido[2,3-d]pyrimidin-2-yl]amino]ethyl]piperidine-1-carboxylate C1(CCCC1)S(=O)(=O)NC=1C(=C(C(=CC1)F)C1=CC2=C(N=C(N=C2)NCCC2CCN(CC2)C(=O)OC(C)(C)C)N(C1=O)C)F